CC1=NOC(=C1N1C(C2=C(CC1)C(=CN2)C2=NC(=NC=C2C(F)(F)F)NC2CNCCC2)=O)C 6-(3,5-dimethyl-1,2-oxazol-4-yl)-3-{2-[(piperidin-3-yl)amino]-5-(trifluoromethyl)pyrimidin-4-yl}-1H,4H,5H,6H,7H-pyrrolo[2,3-c]pyridin-7-one